CC1CC(C1)(C1=NN=CN1C)C=1C=C(C=CC1)NC(OC(C)(C)C)=O tert-butyl (3-((1s,3s)-3-methyl-1-(4-methyl-4H-1,2,4-triazol-3-yl)cyclobutyl)phenyl)carbamate